bis(dibenzylideneacetone) Palladium (0) [Pd].C(C1=CC=CC=C1)=CC(=O)C=CC1=CC=CC=C1.C(C1=CC=CC=C1)=CC(=O)C=CC1=CC=CC=C1